(3S,10R,13S)-16-formyl-10,13-dimethyl-17-(1H-1,2,3-triazol-1-yl)-2,3,4,7,8,9,10,11,12,13,14,15-dodecahydro-1H-cyclopenta[a]phenanthren-3-yl acetate C(C)(=O)O[C@H]1CC[C@@]2(C3CC[C@@]4(C(=C(CC4C3CC=C2C1)C=O)N1N=NC=C1)C)C